carbazole boron nitrogen [N].[B].C1=CC=CC=2C3=CC=CC=C3NC12